1-[2,3-dichloro-6-(methoxymethoxy)phenyl]ethanamine ClC1=C(C(=CC=C1Cl)OCOC)C(C)N